O=C1NC(CCC1N1C(C2=CC=C(C=C2C1=O)NCCNCC1C(C1)N1N=CC(=C1)C1=NC2=CC=CC=C2N=C1)=O)=O 2-(2,6-dioxopiperidin-3-yl)-5-((2-(((2-(4-(quinoxalin-2-yl)-1H-pyrazol-1-yl)cyclopropyl)methyl)amino)ethyl)amino)isoindoline-1,3-dione